C(C)(C)(C)[Si](C)(C)OC=1C(=C2CC[C@@](OC2=C(C1C)C)(C)CC\C=C(\CC\C=C(\CCC=C1CCCC1)/C)/C)C tert-butyl(((R)-2-((3E,7E)-11-cyclopentylidene-4,8-dimethylundeca-3,7-dien-1-yl)-2,5,7,8-tetramethylchroman-6-yl)oxy)dimethylsilane